methyl (S)-3-((1-cyclopropyl-2,2,2-trifluoroethyl)carbamoyl)-7-methylpyrazolo[1,5-a]pyrimidine-5-carboxylate C1(CC1)[C@@H](C(F)(F)F)NC(=O)C=1C=NN2C1N=C(C=C2C)C(=O)OC